3-[3-(trifluoromethyl)phenoxy]quinolin-4-ol FC(C=1C=C(OC=2C=NC3=CC=CC=C3C2O)C=CC1)(F)F